C(CC=C)C1=NC(=C(C(=O)NC=2C=C(C=CC2)S(=O)(C)=NC(OC(C)(C)C)=O)C=C1)N1CCC(CCC1)(F)F tert-butyl ((3-(6-(3-buten-1-yl)-2-(4,4-difluoroazepan-1-yl)nicotinamido)phenyl)(methyl)(oxo)-λ6-sulfaneylidene)carbamate